C1(CC1)C=1N=NN(C1)[C@H](C(=O)N1[C@@H](C[C@H](C1)O)C(=O)NCCNS(=O)(=O)C1CN(CC1)C)C(C)(C)C (2S,4r)-1-[(2S)-2-(4-cyclopropyl-triazol-1-yl)-3,3-dimethyl-butyryl]-4-hydroxy-N-[2-[(1-methylpyrrolidin-3-yl)sulfonylamino]ethyl]pyrrolidine-2-carboxamide